ClC=1C=C2C(OCCC=3C=CC=CC3C3=CC=C(C(NS(C(C1OC)=C2)(=O)=O)=C3)F)=O 14-Chloro-20-fluoro-15-methoxy-17,17-dioxo-10-oxa-17λ6-thia-18-azatetracyclo[17.3.1.112,16.02,7]tetracosa-1(22),2(7),3,5,12,14,16(24),19(23),20-nonaen-11-one